(S)-2-ethoxy-3-[4-(2-{4-methanesulphonyloxyphenyl}ethoxy)phenyl]propanoic acid C(C)O[C@H](C(=O)O)CC1=CC=C(C=C1)OCCC1=CC=C(C=C1)OS(=O)(=O)C